4-amino-2-(4-(tert-butyl)-3-fluoro-2-hydroxyphenyl)-6-methylpyrimidine-5-carboxylic acid NC1=NC(=NC(=C1C(=O)O)C)C1=C(C(=C(C=C1)C(C)(C)C)F)O